1-(3-methylpyrimido[4',5':6,7]cyclohepta[1,2-f]indazol-9(5H)-yl)ethan-1-one CC=1N=CC2=C(CC=CC=3C2=CC=2C=NN(C2C3)C(C)=O)N1